C(CC(O)(C(=O)O)CC(=O)O)(=O)O.FC1=CC=C(S1)CC[C@]1(CN(CC1)C(C)(C)C=1C=NC(=CC1)C)CNS(=O)(=O)C |o1:21| (S or R)-N-((3-(2-(5-fluoro-thiophen-2-yl)ethyl)-1-(2-(6-methylpyridin-3-yl)propan-2-yl)pyrrolidin-3-yl)methyl)methane-sulfonamide citrate